C[C@@H]1OCC2([C@@H]1N)CCN(CC2)C2=NC1=C(C=3N2C=CN3)C(=NN1)C#CC1=CC(=CC=C1)C(F)(F)F (3S,4S)-3-methyl-8-(9-((3-(trifluoromethyl)phenyl)ethynyl)-7H-imidazo[1,2-c]pyrazolo[4,3-e]pyrimidin-5-yl)-2-oxa-8-azaspiro[4.5]decan-4-amine